N[C@@H](CO)C1=NN(C=C1)C(F)F (2R)-2-amino-2-[1-(difluoromethyl)pyrazol-3-yl]Ethanol